CC(C)(C)OC(=O)N1C[C@H](CC1)N (3S)-3-aminotetrahydro-pyrrole-1-carboxylic acid-2-methylpropan-2-yl ester